O=C1NC(CCC1N1C(C2=CC=CC(=C2C1)N1CCC(CC1)C=O)=O)=O 1-[2-(2,6-dioxo-3-piperidinyl)-1-oxo-isoindolin-4-yl]piperidine-4-carbaldehyde